(4-(tert-Butylamino)cyclohexyl)methanol C(C)(C)(C)NC1CCC(CC1)CO